FC(CN1N=NC2=C1C=C(C=C2)C=2C(=CN1N=C(N=C(C12)OC([2H])([2H])[2H])NC1CCN(CC1)C1COC1)F)F 5-(1-(2,2-difluoroethyl)-1H-benzo[d][1,2,3]triazol-6-yl)-6-fluoro-4-(methoxy-d3)-N-(1-(oxetan-3-yl)piperidin-4-yl)pyrrolo[2,1-f][1,2,4]triazin-2-amine